1-bromo-2-fluoro-3-{2-[(2-methoxyethoxy)methoxy]ethyl}benzene BrC1=C(C(=CC=C1)CCOCOCCOC)F